C(C)(C)(C)OC(NC12CC(C1)(C2)N2C=NC(=C2)C=2C=NC(=CC2)C(F)(F)F)=O (3-(4-(6-(trifluoromethyl)pyridin-3-yl)-1H-imidazol-1-yl)bicyclo[1.1.1]pent-1-yl)carbamic acid tert-butyl ester